COCCN(CC[C@@H](C(=O)O)NC1=NC(=NC=C1)C1=CC=CC=C1)CCCCC1=NC=2NCCCC2C=C1 (S)-4-((2-methoxyethyl)(4-(5,6,7,8-tetrahydro-1,8-naphthyridin-2-yl)butyl)amino)-2-((2-phenylpyrimidin-4-yl)amino)butanoic acid